ClC1=CC2=C(N(CN=C2)C=2C(=NC=CC2SC)C(C)C)N=C1Cl 6,7-Dichloro-1-(2-isopropyl-4-(methylthio)pyridin-3-yl)pyrido[2,3-d]pyrimidine